2-(8-Methoxy-[1,2,4]triazolo[1,5-a]pyridin-6-yl)-3,4-dimethyl-6-(1-(tetrahydro-2H-pyran-4-yl)piperidin-3-yl)-9H-carbazole COC=1C=2N(C=C(C1)C1=CC=3NC4=CC=C(C=C4C3C(=C1C)C)C1CN(CCC1)C1CCOCC1)N=CN2